2,2-dimethyl-piperazine-1-carboxylic acid tert-butyl ester C(C)(C)(C)OC(=O)N1C(CNCC1)(C)C